O1CCC2=C1C=C(C=C2)[C@H](CC(=O)O)NC(=O)C2CC(C2)CCC2=NC=1NCCCC1C=C2 (S)-3-(2,3-dihydrobenzofuran-6-yl)-3-((1R,3R)-3-(2-(5,6,7,8-tetrahydro-1,8-naphthyridin-2-yl)ethyl)cyclobutanecarboxamido)propionic acid